C(#N)C=1C=C(C=CC1)C1=C(C=C(C(=O)N(CC=2C3=C(C(=NC2)C)C=NN3)C)C=C1)OC1CC1 4-(3-cyanophenyl)-3-(cyclopropoxy)-N-methyl-N-[(4-methyl-1H-pyrazolo[4,3-c]pyridin-7-yl)methyl]benzamide